FC1=C(OCC(=O)O)C=CC(=C1)SCN1N=CN(C1=O)C1=CC=C(C=C1)C(F)(F)F 2-(2-Fluoro-4-(((5-oxo-4-(4-(trifluoro-methyl)phenyl)-4,5-dihydro-1H-1,2,4-triazol-1-yl)methyl)thio)phenoxy)-acetic acid